2-(1-methyl-1H-indazol-6-yl)-7-(3-(methylsulfonyl)phenyl)furo[3,2-b]pyridine CN1N=CC2=CC=C(C=C12)C1=CC2=NC=CC(=C2O1)C1=CC(=CC=C1)S(=O)(=O)C